CC1(OB(OC1(C)C)C1=CC=C(C=C1)C1CCN(CC1)C(=O)OCCCC)C Butyl 4-(4-(4,4,5,5-tetramethyl-1,3,2-dioxaborolan-2-yl)phenyl)piperidine-1-carboxylate